C1(=CC=C(C=C1)C[C@H](/C=C(/C(=O)OCC)\C)NC(=O)OC(C)(C)C)C1=CC=CC=C1 ethyl (R,E)-5-([1,1'-biphenyl]-4-yl)-4-((tert-butoxycarbonyl) amino)-2-methylpent-2-enoate